C(C)(C)(C)C12CNCC(CC1)N2 tert-butyl-3,8-diazabicyclo[3.2.1]octane